[1,1'-Bis(di-tert-butylphosphino)ferrocene] palladium (I) dichloride [Pd-](Cl)Cl.C(C)(C)(C)P([C-]1C=CC=C1)C(C)(C)C.[C-]1(C=CC=C1)P(C(C)(C)C)C(C)(C)C.[Fe+2]